NC1=C(C(N(C(=N1)N1CC(CC1)(C)CN)C)=O)SC1=C(C(=CC=C1)Cl)Cl 6-amino-2-(3-(aminomethyl)-3-methylpyrrolidin-1-yl)-5-((2,3-dichlorophenyl)thio)-3-methylpyrimidin-4(3H)-one